Cl.CC1(CCN(CC1)CC1=CC=C(C=C1)N1CC(NC2(C1)CCNCC2)=O)C 4-(4-((4,4-Dimethylpiperidin-1-yl)methyl)phenyl)-1,4,9-triazaspiro[5.5]undecan-2-one hydrochloride